N-(3-carbamoyloxetan-3-yl)-2-methyl-5-((1-methyl-1H-pyrazol-5-yl)methoxy)benzofuran-3-carboxamide C(N)(=O)C1(COC1)NC(=O)C1=C(OC2=C1C=C(C=C2)OCC2=CC=NN2C)C